Acridanone C1=CC=CC=2NC3=CC=CC=C3C(C12)=O